ClC=1C=C(C=CC1F)NC1=NC=NC2=CC(=C(C=C12)OC1CCN(CC1)C)OCCOC 4-[(3-chloro-4-fluorophenyl)amino]-6-(1-methyl-piperidin-4-yloxy)-7-(2-methoxy-ethoxy)-quinazoline